C(C)(C)(C)NS(=O)(=O)C=1C=C(C(=O)NC=2C(=NC(=CC2)NC(CO)(C)C)N2CCC3(CC3)CC2)C=CC1 3-(N-(tert-butyl)sulfamoyl)-N-(6-((1-hydroxy-2-methylpropan-2-yl)amino)-2-(6-azaspiro[2.5]oct-6-yl)pyridin-3-yl)benzamide